CC1(OB(OC1(C)C)C=1C=C(SC1)[C@@H](C)NC(=O)C1NCC2(OCCO2)C1)C N-[(1R)-1-[4-(4,4,5,5-tetramethyl-1,3,2-dioxaborolan-2-yl)thiophen-2-yl]ethyl]-1,4-dioxa-7-azaspiro[4.4]nonane-8-carboxamide